ClC1=NC=C(C(=N1)N1C[C@H]2[C@@](C1)(CN(C2)C(=O)OC(C)(C)C)C)Cl Tert-butyl (3aS,6aR)-5-(2,5-dichloropyrimidin-4-yl)-3a-methylhexahydropyrrolo[3,4-c]pyrrole-2(1H)-carboxylate